N-(1-methylazacyclobutane-3-yl)-2-(trifluoromethyl)benzamide CN1CC(C1)NC(C1=C(C=CC=C1)C(F)(F)F)=O